N,N-dimethyl-1-(5-((S)-5-methyl-3,4,5,6-tetrahydropyridin-2-yl)benzo[d]thiazol-2-yl)ethanamine CN(C(C)C=1SC2=C(N1)C=C(C=C2)C2=NC[C@H](CC2)C)C